2-amino-N',3-dimethyl-N-((5-(trifluoromethyl)pyridin-2-yl)methyl)-N'-(3-vinylpyridin-2-yl)quinoline-6-carbohydrazide NC1=NC2=CC=C(C=C2C=C1C)C(=O)N(N(C1=NC=CC=C1C=C)C)CC1=NC=C(C=C1)C(F)(F)F